(7-bromoimidazo[1,5-a]pyridin-1-yl)methanamine hydrochloride Cl.BrC1=CC=2N(C=C1)C=NC2CN